C1(CC1)[C@@H](C)OC(=O)NC=1C(=NOC1C1=CC=C(O[C@@H]2C[C@H](CCC2)C(=O)O)C=C1)C (+)-Trans-3-(4-(4-((((R)-1-cyclopropylethoxy)carbonyl)amino)-3-methylisoxazol-5-yl)phenoxy)Cyclohexane-1-carboxylic Acid